6-chloro-5-cyano-N-methyl-4-[[1-methyl-2-oxo-3-[(3S)-3-pyrazol-1-ylbutyl]benzimidazol-5-yl]amino]pyridine-2-carboxamide ClC1=C(C(=CC(=N1)C(=O)NC)NC1=CC2=C(N(C(N2CC[C@H](C)N2N=CC=C2)=O)C)C=C1)C#N